C(C)S(=O)(=O)C=1C=C2CCN(C(C2=CC1)C(NC1=C(C=C(C=C1)C(C(F)(F)F)(C(F)(F)F)O)F)=O)C(=O)OC(C)(C)C tert-Butyl 6-(ethylsulfonyl)-1-((2-fluoro-4-(1,1,1,3,3,3-hexafluoro-2-hydroxypropan-2-yl)phenyl)carbamoyl)-3,4-dihydroisoquinoline-2(1H)-carboxylate